F[C@]1([C@H](COCC1)C)C=1C(=NC=C(C1)B1OC(C(O1)(C)C)(C)C)OC1CC(NC1)C(=O)O 4-({3-[(3S,4R)-4-fluoro-3-methyloxan-4-yl]-5-(4,4,5,5-tetramethyl-1,3,2-dioxaborolan-2-yl)-pyridin-2-yl}oxy)pyrrolidine-2-carboxylic acid